C(C1=CC=CC=C1)NC=1C=C(C=C2C=C(NC12)C1=CC=CC=C1)S(=O)(=O)NCC 7-(benzylamino)-N-ethyl-2-phenyl-1H-indole-5-sulfonamide